[(2R,3S,11bR)-9,10-dimethoxy-3-(2-methylpropyl)-1H,2H,3H,4H,6H,7H,11bH-pyrido[2,1-a]isoquinolin-2-yl]methyl 3-(dimethylamino)propanoate CN(CCC(=O)OC[C@@H]1C[C@H]2N(CCC3=CC(=C(C=C23)OC)OC)C[C@H]1CC(C)C)C